ClC=1C=C(CNC2=CC(=C(C(=O)[O-])C=C2)CC)C=CC1Cl 4-((3,4-dichlorobenzyl)amino)-2-ethylbenzoate